3-(8-bromo-5-oxo-pyrrolo[2,3,4-de]cinnolin-4(5H)-yl)piperidine-2,6-dione BrC1=CC=C2C=3C(=CN=NC13)N(C2=O)C2C(NC(CC2)=O)=O